C(CCCCCCCCCCCCCCCC)C=1NC=CN1 2-Heptadecyl-imidazole